C(CCC)NC(C(=O)O)=O 2-(butylamino)-2-oxoacetic acid